C(C)(C)(C)C=1C=C2NC(C=3N(C2=CC1)C=CC3)C3=C(N)C=CC=C3 2-(7-tert-butyl-4,5-dihydropyrrolo[1,2-a]quinoxalin-4-yl)aniline